BrC1=C(C=CC=C1N1C2=CC=C(C=C2C=2C=C3C(=CC12)C=CC=C3)C(C)(C)C)N3C1=CC=C(C=C1C=1C=C2C(=CC31)C=CC=C2)C(C)(C)C 5,5'-(2-bromo-1,3-phenylene)bis(2-(tert-butyl)-5H-benzo[b]carbazole)